NC1=CC(=NC=C1)N(C(C)=O)C1=C(C=C(C=C1)C(F)(F)F)F N-(4-aminopyridin-2-yl)-N-[2-fluoro-4-(trifluoromethyl)phenyl]acetamide